Cl.NC=1C(=NC(=CN1)C=1C=NN(C1)C1CCN(CC1)CCCN1CCNCC1)C(=O)O[C@@H](C(=O)NC1=CC=C(C=C1)F)C1=CC=CC=C1 (R)-2-((4-fluorophenyl)amino)-2-oxo-1-phenylethyl 3-amino-6-(1-(1-(3-(piperazin-1-yl)propyl)piperidin-4-yl)-1H-pyrazol-4-yl)pyrazine-2-carboxylate hydrochloride